2-ethoxy-5-isobutyrylamino-N-((6-methylpyridin-2-yl)methyl)benzamide C(C)OC1=C(C(=O)NCC2=NC(=CC=C2)C)C=C(C=C1)NC(C(C)C)=O